FC(COC1=CC=C(OC=2N=NC(=CC2C(=O)NC2=CC(=CC=C2)S(=O)(=N)C)C(F)(F)F)C=C1)(F)F 3-(4-(2,2,2-trifluoroethoxy)phenoxy)-N-(3-(S-methylsulfonimidoyl)phenyl)-6-(trifluoromethyl)pyridazine-4-carboxamide